6-fluorobenzothian-4-one FC=1C=CC2=C(C(CCS2)=O)C1